7-chloro-1,4-dihydro-4-oxo-quinoline-3-carboxylic acid ClC1=CC=C2C(C(=CNC2=C1)C(=O)O)=O